FC(CCCCCCC=C)(F)F 9,9,9-trifluoro-1-nonene